(3-methacrylamidopropyl)bis(trimethylsiloxy)monosilane C(C(=C)C)(=O)NCCC[SiH](O[Si](C)(C)C)O[Si](C)(C)C